C(C)(C)(C)OC(N(C1=NC=C(N=C1C1=CC(=NO1)C1=CC=C(C=C1)NC(=N)NC)C1=CC=C(C=C1)S(=O)(=O)C(C)C)C(=O)OC(C)(C)C)=O tert-butyl(tert-butoxycarbonyl)(5-(4-(isopropylsulfonyl)phenyl)-3-(3-(4-(3-methylguanidino)phenyl)isoxazole-5-yl)pyrazin-2-yl)carbamate